ClC1=CC(=NC(=C1C=C)C)N(CC1=CC=C(C=C1)OC)CC1=CC=C(C=C1)OC 4-chloro-N,N-bis[(4-methoxyphenyl)methyl]-6-methyl-5-vinyl-pyridin-2-amine